dibutyl 1-cyclohexene-1,2-dicarboxylate C1(=C(CCCC1)C(=O)OCCCC)C(=O)OCCCC